(R)-2-(4,6-difluoro-1H-indole-2-carbonyl)-N-((S)-4-hydroxy-3-oxo-1-((R)-2-oxopyrrolidin-3-yl)butan-2-yl)-2-azabicyclo[2.2.2]octane-3-carboxamide FC1=C2C=C(NC2=CC(=C1)F)C(=O)N1C2CCC([C@@H]1C(=O)N[C@@H](C[C@@H]1C(NCC1)=O)C(CO)=O)CC2